Ethyl (R)-2-((5-acrylamido-2-methoxy-4-(methyl((1-methylpyrrolidin-2-yl)methyl)amino)phenyl)amino)-4-(1-methyl-1H-indol-3-yl)pyrimidine-5-carboxylate C(C=C)(=O)NC=1C(=CC(=C(C1)NC1=NC=C(C(=N1)C1=CN(C2=CC=CC=C12)C)C(=O)OCC)OC)N(C[C@@H]1N(CCC1)C)C